3-(4-methylcyclohex-3-en-1-yl)butan-1-ol CC1=CCC(CC1)C(CCO)C